C(C1=CC=CC=C1)N(C(NC[C@@H](C(=O)OCC1=CC=CC=C1)NC(=O)C=1C(=C2CCN(C(C2=CC1Cl)=O)CC#CC1CC1)Cl)=O)C (S)-benzyl 3-(3-benzyl-3-methylureido)-2-(5,7-dichloro-2-(3-cyclopropylprop-2-ynyl)-1-oxo-1,2,3,4-tetrahydroisoquinoline-6-carboxamido)propanoate